C(C)C1(COC1)COCC1CCC(CC1)C1CCC(CC1)COCC1(COC1)CC 4,4'-bis[(3-ethyl-3-oxetanyl)methoxymethyl]bicyclohexyl